α-methacryloxypropyltriethoxysilane C(C(=C)C)(=O)OC(CC)[Si](OCC)(OCC)OCC